CS(=O)(=O)OCC1=C(C=C(C=C1OC)C1=CN(C(C(=C1C)C)=O)C)OC 2,6-dimethoxy-4-(1,4,5-trimethyl-6-oxo-1,6-dihydropyridin-3-yl)benzyl methanesulfonate